menthanediamine CC1(CCC(CC1)C(C)(C)N)N